COC(C(OCC)OC1=C(C=C(C(=C1)C1=NC=C(C=C1Cl)CC(F)(F)F)F)Cl)=O 2-[2-chloro-5-[3-chloro-5-(trifluoroethyl)-2-pyridinyl]-4-fluorophenoxy]-2-ethoxy-acetic acid methyl ester